5-((2-((7-azabicyclo[2.2.1]heptan-7-yl)methyl)-6-fluorobenzyl)amino)-6-methyl-N-(thiazol-4-yl)pyridine-2-sulfonamide trifluoroacetic acid salt FC(C(=O)O)(F)F.C12CCC(CC1)N2CC2=C(CNC=1C=CC(=NC1C)S(=O)(=O)NC=1N=CSC1)C(=CC=C2)F